1-Methyltetrahydro-1,4-diazin CN1CCNCC1